CSC=1C=C(C=CC1)N1C(C=CC1=O)=O 1-(3-methylthiophenyl)-1H-pyrrole-2,5-dione